tert-Butyl 5-(cyclohex-1-en-1-yl)-3,4-dihydroisoquinoline-2(1H)-carboxylate C1(=CCCCC1)C1=C2CCN(CC2=CC=C1)C(=O)OC(C)(C)C